(E)-3-(4-(hydroxyimino)-2,2-dimethyl-7-oxo-3,4,7,9-tetrahydropyrano[2,3-e]isoindol-8(2H)-yl)piperidine-2,6-dione O\N=C\1/CC(OC2=C3CN(C(C3=CC=C21)=O)C2C(NC(CC2)=O)=O)(C)C